COC(=O)C1=C(C=C2C=C(C(N(C2=C1)C)=O)C)N 6-amino-1,3-dimethyl-2-oxo-1,2-dihydroquinoline-7-carboxylic acid methyl ester